NC1=NC2=CC(=C(C=C2CN1)Cl)C1C(CN(CC1)C(=O)OC(C)(C)C)O tert-butyl 4-(2-amino-6-chloro-3,4-dihydroquinazolin-7-yl)-3-hydroxypiperidine-1-carboxylate